COC1=NN(C(=C1)S(=O)(=O)Cl)C 3-methoxy-1-methyl-1H-pyrazole-5-sulfonyl chloride